1-(1-oxo-5-((4-(thiophen-3-yl)piperidin-1-yl)methyl)isoindolin-2-yl)dihydropyrimidine-2,4(1H,3H)-dione O=C1N(CC2=CC(=CC=C12)CN1CCC(CC1)C1=CSC=C1)N1C(NC(CC1)=O)=O